[N-]=C=O.[N-]=C=O.ClC1=CC=CC=C1 4-chlorobenzene diisocyanate